N-((5-isopropyl-4-methylpyridin-2-yl)methylene)-2-methylpropane-2-sulfinamide C(C)(C)C=1C(=CC(=NC1)C=NS(=O)C(C)(C)C)C